ClC1=CC2=C(N(C(C(N2C)=O)=O)C2CCN(CC2)CC(=O)C2=CC=C(C#N)C=C2)N=C1 4-(2-(4-(7-chloro-1-methyl-2,3-dioxo-2,3-dihydropyrido[2,3-b]pyrazin-4(1H)-yl)piperidin-1-yl)acetyl)benzonitrile